FC(C1=C(C#N)C=CC(=C1)N1C=C(C=2C(C(CCC12)F)O)SC(F)(F)F)F 2-(difluoromethyl)-4-(5-fluoro-4-hydroxy-3-((trifluoromethyl)thio)-4,5,6,7-tetrahydro-1H-indol-1-yl)benzonitrile